C(C)S(=O)(=O)C1=CC=C(C=C1)[C@H](CO)NC(=O)C1=CC2=C(N=C(S2)C(C2=CC=C(C=C2)C(F)(F)F)=O)C=C1 (R)-N-(1-(4-(ethylsulfonyl)phenyl)-2-hydroxyethyl)-2-(4-(trifluoromethyl)benzoyl)benzo[d]thiazole-6-carboxamide